FC1=C(C(=CC=C1C=1C=NN(C1)C1CC2(CN(C2)C)CC1)O)N1CC(NS1(=O)=O)=O 5-(2-fluoro-6-hydroxy-3-(1-(2-methyl-2-azaspiro[3.4]octan-6-yl)-1H-pyrazol-4-yl)phenyl)-1,2,5-thiadiazolidin-3-one 1,1-dioxide